3-methyl-2,8-diaza-1-oxaspiro[4.6]undec-2-ene hydrochloride Cl.CC1=NOC2(C1)CCNCCC2